FC=1C=NC=CC1NC1=NC(=NC(=N1)NC(C)C)C1=CC=CC=C1 N2-(3-fluoropyridin-4-yl)-N4-isopropyl-6-phenyl-1,3,5-triazine-2,4-diamine